ClC=1C(=NC(=NC1)NC=1C(=CC(=C(C1)NC(C#CC)=O)N(C)CCN(C)C)OC)NC=1C=CC=C2CCN(C12)S(=O)(=O)C N-(5-((5-chloro-4-((1-(methylsulfonyl)indolin-7-yl)amino)pyrimidin-2-yl)amino)-2-((2-(dimethylamino)ethyl)(methyl)amino)-4-methoxyphenyl)but-2-ynamide